1-Methyl-5-oxo-N-(6-((5-(trifluoromethyl)pyridin-2-yl)oxy)chroman-8-yl)pyrrolidine-2-carboxamide CN1C(CCC1=O)C(=O)NC=1C=C(C=C2CCCOC12)OC1=NC=C(C=C1)C(F)(F)F